rhodium chloride-rhodium salt [Rh].[Rh](Cl)(Cl)Cl